C(C)SC1=NSC(=N1)N 3-(ethylthio)-1,2,4-thiadiazol-5-amine